C1=NC=CC2=CC(=CC=C12)/C=C/C(=O)C1=CC=CC=C1 (E)-3-(isoquinolin-6-yl)-1-phenylprop-2-en-1-one